1-(4-fluorophenyl)-N-(4-(6-methoxy-7-((1-(2-methoxyethyl)piperidin-4-yl)methoxy)quinazolin-4-yl)phenyl)cyclopropane-1-carboxamide FC1=CC=C(C=C1)C1(CC1)C(=O)NC1=CC=C(C=C1)C1=NC=NC2=CC(=C(C=C12)OC)OCC1CCN(CC1)CCOC